C(C1=CC=CC=C1)OC=1N=CC(=NC1)N1C=C(C(C2=CC(=C(C=C12)N1[C@H](CCC1)COC1=NC=CC=C1)Cl)=O)C(=O)OCC ethyl 1-[5-(benzyloxy)pyrazin-2-yl]-6-chloro-4-oxo-7-[(2R)-2-[(pyridin-2-yloxy)methyl]pyrrolidin-1-yl]-1,4-dihydroquinoline-3-carboxylate